9-[(4R,6R)-7-[tert-butyl(dimethyl)silyl]oxy-4-[(dihexadecylamino)oxymethyl]-2,5-dioxabicyclo[2.2.1]heptan-6-yl]purin-6-amine [Si](C)(C)(C(C)(C)C)OC1C2OC[C@@]1(O[C@H]2N2C1=NC=NC(=C1N=C2)N)CON(CCCCCCCCCCCCCCCC)CCCCCCCCCCCCCCCC